The molecule is an alkaloid ester obtained by formal condensation of cystodytin D with elaidic acid. It is isolated from the Okinawan marine tunicate Cystodytes dellechiajei and exhibits cytotoxicity against human epidermoid carcinoma KB cells. It has a role as a metabolite and an antineoplastic agent. It is an enamide, an enone, an organic heterotetracyclic compound, an alkaloid ester and a secondary carboxamide. It derives from a 3-methylbut-2-enoic acid, an elaidic acid and a cystodytin D. CCCCCCCC/C=C/CCCCCCCC(=O)OC(CNC(=O)C=C(C)C)C1=CC(=O)C2=NC=CC3=C2C1=NC4=CC=CC=C34